tert-butyl (3-(3-hydroxypicolinamido)phenethyl)carbamate OC=1C(=NC=CC1)C(=O)NC=1C=C(CCNC(OC(C)(C)C)=O)C=CC1